BrC1=C(C=CC(=C1C)C)NC(=S)NC(C1=CC=CC=C1)=O N-((2-bromo-3,4-dimethylphenyl)carbamothioyl)benzamide